CC1=CC=CC2=NC3=C(C=CC=C3N=C12)C 1,6-Dimethylphenazine